1-((3R,4R,5R,6R)-4,5-dihydroxy-6-(hydroxymethyl)tetrahydro-2H-pyran-3-yl)pyrrolidin-2-one O[C@@H]1[C@@H](CO[C@@H]([C@@H]1O)CO)N1C(CCC1)=O